hydrazincarboxamid N(N)C(=O)N